6-(3,4-difluorophenoxy)-2,7-dimethylbenzo[d]isothiazole FC=1C=C(OC2=C(C3=C(CN(S3)C)C=C2)C)C=CC1F